CN(C(OC(C)(C)C)=O)[C@@H]1COC2=C1C=CC(=C2)N2N=CC(=C2)C(F)(F)F tert-butyl N-methyl-N-[(3S)-6-[4-(trifluoromethyl)pyrazol-1-yl]-2,3-dihydrobenzofuran-3-yl]carbamate